C1(CC1)C=1C=C2C(=NN=C(C2=CC1)C1=C(C=C(C=C1)C)O)N[C@H]1CN(CCC1)C (R)-2-(6-cyclopropyl-4-((1-methylpiperidin-3-yl)amino)phthalazin-1-yl)-5-methylphenol